C(C)(C)(C)OC(=O)N1C(C(NCC1)C(C1=C(C(=C(C=C1OC)C)SC1=CN=C(S1)N)F)=O)C 3-(((2-aminothiazol-5-yl)thio)-2-fluoro-6-methoxy-4-methylbenzoyl)-2-methylpiperazine-1-carboxylic acid tert-butyl ester